5,5-difluoro-5a-methyl-1H,4H,4aH,5H,5aH,6H-cycloprop[f]indazole-3-carboxamide FC1(C2CC=3C(=NNC3CC21C)C(=O)N)F